(1S,2S)-N-[7-fluoro-6-[4-[(3S,4S)-4-hydroxy-3-methyl-tetrahydrofuran-3-yl]piperazin-1-yl]-3-isoquinolinyl]-2-(2-pyridinyl)cyclopropanecarboxamide FC1=C(C=C2C=C(N=CC2=C1)NC(=O)[C@@H]1[C@H](C1)C1=NC=CC=C1)N1CCN(CC1)[C@]1(COC[C@H]1O)C